ClC=1C=CC(=C(C1)CC(=O)NC1=CC(=NC=C1)C(=O)NCC1=C(C=CC=C1)O)O 4-[[2-(5-chloro-2-hydroxy-phenyl)acetyl]amino]-N-[(2-hydroxyphenyl)methyl]pyridine-2-carboxamide